2-ethylbutyl((S)-(((Z)-2-((2-amino-6-oxo-1,6-dihydro-9H-purin-9-yl)methylene)-1-((((tert-butoxycarbonyl)-L-valyl)oxy)methyl)cyclopropyl)methoxy)(phenoxy)phosphoryl)-L-leucinate C(C)C(CN([C@@H](CC(C)C)C(=O)[O-])[P@@](=O)(OC1=CC=CC=C1)OCC1(\C(\C1)=C/N1C=2N=C(NC(C2N=C1)=O)N)COC([C@@H](NC(=O)OC(C)(C)C)C(C)C)=O)CC